FC1(CC2(C1)C[C@@H](NCC2)C2=CC=C(C#N)C=C2)F |r| (RS)-4-(2,2-difluoro-7-azaspiro[3.5]non-6-yl)benzonitrile